[C].[Ni].[Co] cobalt-nickel carbon